1,1,1-trifluoro-2-propylmethyldimethoxysilane FC(C(C)[Si](OC)(OC)C)(F)F